C(C)(C)N1CC(CC1=O)C(=O)N1CCC2(C(C2)CNC(=O)C2=CC=3C(=CN=CC3)O2)CC1 N-[[6-(1-isopropyl-5-oxo-pyrrolidine-3-carbonyl)-6-azaspiro[2.5]octan-2-yl]methyl]furo[2,3-c]pyridine-2-carboxamide